methyl alpha-hydroxyoctanoate OC(C(=O)OC)CCCCCC